FC(CN1C=NC2=C1C=C(C=C2)C=2C(=CN1N=C(N=C(C12)OC)N[C@H]1[C@@H](CN(CC1)CCOC)F)F)F 5-(1-(2,2-difluoroethyl)-1H-benzo[d]imidazol-6-yl)-6-fluoro-N-((3R,4R)-3-fluoro-1-(2-methoxyethyl)piperidin-4-yl)-4-methoxypyrrolo[2,1-f][1,2,4]triazin-2-amine